hexadecylcarbamoylmethyl hexadecanoate C(CCCCCCCCCCCCCCC)(=O)OCC(NCCCCCCCCCCCCCCCC)=O